CC1=C(C=CC=C1)[O-] methylbenzen-1-olate